C(C)(C)N1C(=NC(=C1)C(F)(F)F)C1=CC=C(C=N1)CNC 1-(6-(1-isopropyl-4-(trifluoromethyl)-1H-imidazol-2-yl)pyridin-3-yl)-N-methyl-methanamine